C(=O)(O)C(CSCCNC(CCNC([C@@H](C(COP(OP(OC[C@@H]1[C@H]([C@H]([C@@H](O1)N1C=NC=2C(N)=NC=NC12)O)OP(=O)(O)O)(=O)O)(=O)O)(C)C)O)=O)=O)C 2-Carboxypropyl-Coenzyme A